4-[(3-chloro-2-fluorophenyl) amino]-7-methoxyquinazolin-6-yl (R)-2-methyl-4-acryloylpiperazine-1-carboxylate C[C@H]1N(CCN(C1)C(C=C)=O)C(=O)OC=1C=C2C(=NC=NC2=CC1OC)NC1=C(C(=CC=C1)Cl)F